C(C)C(COC=1C=C(C=C(C1)CCCCCCCCCCCCCCC)B1OC(C(O1)(C)C)(C)C)CCCC 2-(3-((2-ethylhexyl)oxy)-5-pentadecylphenyl)-4,4,5,5-tetramethyl-1,3,2-dioxaborolane